COC(=O)C1CC(=NN1C1=CC=C(C=C1)OC(F)(F)F)C1=CC=C(C=C1)F 3-(4-fluorophenyl)-1-(4-trifluoromethoxyphenyl)-4,5-dihydro-1H-pyrazole-5-carboxylic acid methyl ester